[C@@H](C)(CC)OC1=NC=2N(C=C1I)C=C(N2)C21COC(C2)(C1)CF |r| rac-(R)-7-(sec-butoxy)-2-(1-(fluoromethyl)-2-oxabicyclo[2.1.1]hexan-4-yl)-6-iodoimidazo[1,2-a]pyrimidine